2-(2-(2-(2-phenylacetylamino)ethoxy)ethyl)thiophene-2,5-dicarboxamide C1(=CC=CC=C1)CC(=O)NCCOCCC1(SC(=CC1)C(=O)N)C(=O)N